CC1=C(C(=O)P(C2=C(C(=CC(=C2C)C)C)C)(C(C2=C(C=C(C=C2C)C)C)=O)=O)C(=CC(=C1)C)C bis(2,4,6-trimethylbenzoyl)-2,3,5,6-tetramethylphenyl-phosphine oxide